BrC(C(C)=O)(CCCCCCCC)Br 3,3-dibromo-2-undecanone